(3,5-di-tert-butyl-4-hydroxyphenyl)(3,4,5-trimethoxyphenyl)methanone tert-butyl-6,6-dimethyl-5-(((trifluoromethyl)sulfonyl)oxy)-3,6-dihydropyridine-1(2H)-carboxylate C(C)(C)(C)OC(=O)N1CCC=C(C1(C)C)OS(=O)(=O)C(F)(F)F.C(C)(C)(C)C=1C=C(C=C(C1O)C(C)(C)C)C(=O)C1=CC(=C(C(=C1)OC)OC)OC